C1(CCC1)NC(C1=CC=C(C=C1)NC1=NC=C(C(=N1)NCC=1C(=NC=CC1)N(S(=O)(=O)C)C)C(F)(F)F)=O N-cyclobutyl-4-({4-[({2-[methyl(methylsulfonyl)amino]pyridin-3-yl}methyl)amino]-5-(trifluoromethyl)pyrimidin-2-yl}amino)benzamide